C12(CC3CC(CC(C1)C3)C2)P(C(C)(C)C)C(C)(C)C 1-adamantyl-ditertbutylphosphine